[4-(Cyclopentylamino)pyrido[3,2-d]pyrimidin-2-yl]-phenyl-methanone C1(CCCC1)NC=1C2=C(N=C(N1)C(=O)C1=CC=CC=C1)C=CC=N2